BrC1=C(C(=C(C=C1)[N+](=O)[O-])Br)Cl 1,3-dibromo-2-chloro-4-nitrobenzene